C(#N)C=1C=CC(=NC1)N[C@H]1[C@H](CN(CC1)S(=O)(=O)C1=CC=C(C=C1)C1=CC(=NC=C1)C(=O)N)O 4-(4-(((3S,4R)-4-((5-cyanopyridin-2-yl)amino)-3-hydroxypiperidin-1-yl)sulfonyl)phenyl)picolinamide